NC1=C(C=2C=3N(C=NC2N1C1=C(C(=CC=C1C)O)C)C=C(N3)C)C(=O)N 8-amino-7-(3-hydroxy-2,6-dimethylphenyl)-2-methyl-7H-imidazo[1,2-c]pyrrolo[3,2-e]pyrimidine-9-carboxamide